C(C)(=O)O.CN(CCN1C(C2=CC=C(C=C2C1=O)[N+](=O)[O-])=O)C 2-(2-(dimethylamino)ethyl)-5-nitroisoindoline-1,3-dione acetate